C(#N)C=1C(=NN2C1C=CC(=C2)NC(=O)NCC2=CC=NC=C2)C2=CC=CC=C2 N-(3-cyano-2-phenylpyrazolo[1,5-a]pyridin-6-yl)-N'-[(pyridin-4-yl)methyl]urea